4-(7-iodoimidazo[5,1-b]thiazol-5-yl)benzonitrile IC=1N=C(N2C1SC=C2)C2=CC=C(C#N)C=C2